FC(OC=1C=C(C=CC1F)C=1C=C2C(=NC1)C=NN2CC=2N=NC=CC2)F 6-[3-(Difluoromethoxy)-4-fluoro-phenyl]-1-(pyridazin-3-ylmethyl)pyrazolo[4,3-b]pyridine